Ethyl 4-(2-(1H-1,2,4-triazol-1-yl)acetamido)-2-hydroxybenzoate N1(N=CN=C1)CC(=O)NC1=CC(=C(C(=O)OCC)C=C1)O